[1,3-bis(2,4,6-trimethylphenyl)-2-imidazolidinylidene]dichloro[(2-isopropoxy-5-nitrobenzylidene)]ruthenium(II) CC1=C(C(=CC(=C1)C)C)N1C(N(CC1)C1=C(C=C(C=C1C)C)C)=[Ru-4](=CC1=C(C=CC(=C1)[N+](=O)[O-])OC(C)C)(Cl)Cl